2-vinyl-4,4-diethyl-1,3-oxazoline-5-one C(=C)C=1OC(C(N1)(CC)CC)=O